5-(aminomethyl)-2-[4-(4-methoxyphenyl)phenyl]-1,4-oxazepan-3-one NCC1NC(C(OCC1)C1=CC=C(C=C1)C1=CC=C(C=C1)OC)=O